5-fluoro-2-(morpholin-4-yl)aniline FC=1C=CC(=C(N)C1)N1CCOCC1